FC(C1=CC=C(OC2=C3CCN(CC3=CC=C2)C(CC=2N=C(SC2)C(F)(F)F)=O)C=C1)(F)F 1-(5-(4-(trifluoromethyl)-phenoxy)-3,4-dihydroisoquinolin-2(1H)-yl)-2-(2-(trifluoromethyl)thiazol-4-yl)ethan-1-one